O1C(COCC1)C(O)=[Se] Dioxaneselenoic acid